2-(1-(1-(3-fluorophenyl)-1H-pyrrolo[2,3-b]pyridine-4-carbonyl)piperidin-4-yl)isoindolin-1-one FC=1C=C(C=CC1)N1C=CC2=C1N=CC=C2C(=O)N2CCC(CC2)N2C(C1=CC=CC=C1C2)=O